FC1=C(C=CC=C1F)NC1=C(NC2=C1C(NCC21CCN(CC1)C(C=C)=O)=O)C1=C(C=NC=C1)F 3'-[(2,3-difluorophenyl)amino]-2'-(3-fluoropyridin-4-yl)-1-(prop-2-enoyl)-5',6'-dihydro-1'H-spiro[piperidine-4,7'-pyrrolo[3,2-c]pyridin]-4'-one